5-((1-Benzylpiperidin-4-yl)(methyl)amino)-N-(thiazol-4-yl)-4-(trifluoromethyl)pyridine-2-sulfonamide trifluoroacetate FC(C(=O)O)(F)F.C(C1=CC=CC=C1)N1CCC(CC1)N(C=1C(=CC(=NC1)S(=O)(=O)NC=1N=CSC1)C(F)(F)F)C